FC1=CC=C(CN2CCC(CC2)\C=C/2\C(C3=CC=C(C=C3C2)C=2CCNCC2)=O)C=C1 (E)-2-((1-(4-fluorobenzyl)piperidine-4-yl)methylene)-5-(1,2,3,6-tetrahydropyridin-4-yl)-2,3-dihydro-1H-indene-1-one